(R)-5-(4-((7-(difluoromethyl)-8-methyl-6-oxo-5,6-dihydro-1,5-naphthyridin-3-yl)methyl)-3-methylpiperazin-1-yl)-N-methylpicolinamide FC(C=1C(NC=2C=C(C=NC2C1C)CN1[C@@H](CN(CC1)C=1C=CC(=NC1)C(=O)NC)C)=O)F